C(C)(=O)NC1C(OC(C(C1O)O)CO)COCC1C(CC(OC1CO)COCC1C(OC(C(C1O)NC(C)=O)O)CO)O 5-[[3-acetylamino-4,5-dihydroxy-6-(hydroxymethyl)oxan-2-yl]methoxymethyl]-2-[[5-acetylamino-4,6-dihydroxy-2-(hydroxymethyl)oxan-3-yl]methoxymethyl]-4-hydroxy-6-(hydroxymethyl)oxan